diphenyl-(6-(pyrrolidin-1-yl)pyren-1-yl)phosphine C1(=CC=CC=C1)P(C1=CC=C2C=CC3=C(C=CC4=CC=C1C2=C34)N3CCCC3)C3=CC=CC=C3